5-bromo-3-(pyrimidin-4-ylmethoxy)pyrazin-2-amine BrC=1N=C(C(=NC1)N)OCC1=NC=NC=C1